ClC1=NC(=C(C(=N1)N)[N+](=O)[O-])C12CC(C1)(C2)C(F)(F)F 2-chloro-5-nitro-6-[3-(trifluoromethyl)-1-bicyclo[1.1.1]pentanyl]pyrimidin-4-amine